2-(5-{[(2R,4s,6S)-2,6-dimethylpiperidin-4-yl](methyl)amino}[1,3]thiazolo[5,4-d][1,3]thiazol-2-yl)-5-(1H-pyrazol-4-yl)phenol trifluoroacetate FC(C(=O)O)(F)F.C[C@H]1N[C@H](CC(C1)N(C=1SC2=C(N1)SC(=N2)C2=C(C=C(C=C2)C=2C=NNC2)O)C)C